CN(C=1NC(C2=C(N1)N(N=C2C#N)C(C)C=2C=NC(=CC2)C(F)(F)F)=O)C(CC)C2=NC=CC=N2 6-[methyl(1-pyrimidin-2-ylpropyl)amino]-4-oxo-1-[1-[6-(trifluoromethyl)-3-pyridyl]ethyl]-5H-pyrazolo-[3,4-d]pyrimidine-3-carbonitrile